1-spiro[3.3]hept-2-yl-3-{1-[6-(2,2,2-trifluoro-ethoxy)-pyrimidin-4-yl]-ethyl}-urea C1C(CC12CCC2)NC(=O)NC(C)C2=NC=NC(=C2)OCC(F)(F)F